tri(t-pentoxy)silanol Sodium Fumarate C(\C=C\C(=O)[O-])(=O)[O-].[Na+].C(C)(C)(CC)O[Si](O)(OC(C)(C)CC)OC(C)(C)CC.[Na+]